NC=1C=CSC1C 4-amino-5-methyl-thiophene